3-isopropyl-thiazolidine-2,4-dione C(C)(C)N1C(SCC1=O)=O